CC1=C(C=C(C=C1)NC(C1=CC(=CC=C1)C(F)(F)F)=O)N1N=CC(=C1)C=1C2=C(N=CN1)NC(CC2)=O N-(4-methyl-3-(4-(7-oxo-5,6,7,8-tetrahydropyrido[2,3-d]pyrimidin-4-yl)-1H-pyrazol-1-yl)phenyl)-3-(trifluoromethyl)benzamide